6-bromo-7-fluoro-3-(methyl-d3)quinazolin-4(3H)-one BrC=1C=C2C(N(C=NC2=CC1F)C([2H])([2H])[2H])=O